(2R,3S,4R,5R)-2-((R)-1-(4-chlorophenyl)ethyl)-5-(6-hydrazineylidene-3,6-dihydro-9H-purin-9-yl)tetrahydrofuran-3,4-diol ClC1=CC=C(C=C1)[C@@H](C)[C@H]1O[C@H]([C@@H]([C@@H]1O)O)N1C=2NC=NC(C2N=C1)=NN